hydroxy-5-methoxy-2-methylpyrimidin-4(3H)-one ON1C(=NC=C(C1=O)OC)C